C(CCCCCCCCCCCCC)(=O)OCC(OC(CCCCCCCCCCCCC)=O)COC(CCCCCCCCCCCCC)=O glycerol tri-myristate